NC1=NC(=NC=C1CN(C=O)C(C)=C(CCOP(=O)(O)O)\S=C(\C1=CC=C(C=C1)OCC)/[O-])C (Z)-S-(2-(N-((4-amino-2-methylpyrimidin-5-yl)methyl)formamido)-5-(phosphonooxy)pent-2-en-3-yl)4-ethoxybenzothioate